6-chloro-4-((6-fluoro-2-methoxy-3-(2-methyl-2H-1,2,3-triazol-4-yl)phenyl)amino)-N-(methyl-d3)pyridazine-3-carboxamide ClC1=CC(=C(N=N1)C(=O)NC([2H])([2H])[2H])NC1=C(C(=CC=C1F)C1=NN(N=C1)C)OC